[I-].ICCCCCC1=C(C=CC=C1)[P+](C1=CC=CC=C1)(C1=CC=CC=C1)C1=CC=CC=C1 iodoamyl-tetraphenyl-phosphonium iodide